N-methyl-N'-(3,3,4,4,5,5,6,6,7,7,8,8,8-tridecafluorooctyl)imidazole CN1CN(C=C1)CCC(C(C(C(C(C(F)(F)F)(F)F)(F)F)(F)F)(F)F)(F)F